C(=O)C1=C(C=NN1C)C(=O)OCC ethyl 5-formyl-1-methyl-1H-pyrazole-4-carboxylate